2-[(3R)-3'-fluoro-3-methyl[1,4'-bipiperidin]-1'-yl]-1,3-thiazole-5-carboxamide FC1CN(CCC1N1C[C@@H](CCC1)C)C=1SC(=CN1)C(=O)N